ClC1=CC=C(OC2=CC(=C(C=C2)[C@](CN2N=CN=C2)(C)O)C(F)(F)F)C=C1 (2S)-2-[4-(4-Chlorophenoxy)-2-(trifluoromethyl)phenyl]-1-(1H-1,2,4-triazole-1-yl)propan-2-ol